6-(iodomethyl)-2,4-diphenyl-5,6-dihydro-4H-1,3-oxazine ICC1CC(N=C(O1)C1=CC=CC=C1)C1=CC=CC=C1